C1(=CC=CC=C1)N1CCN(C2=CC=CC=C12)C(C(C)N1CCCCC1)=O 1-(4-Phenyl-3,4-dihydroquinoxalin-1(2H)-yl)-2-(piperidin-1-yl)propan-1-one